3-(sec-butyl)-7-fluoro-4-(2-hydroxyacetyl)-1,3,4,5-tetrahydro-2H-benzo[1,4]diazepin-2-one C(C)(CC)C1C(NC2=C(CN1C(CO)=O)C=C(C=C2)F)=O